9-bromo-7-fluoro-1,3,4,6,11,11a-hexahydro-[1,4]oxazino[4,3-b]isoquinoline BrC1=CC=2CC3N(CC2C(=C1)F)CCOC3